COC=1C=C(C=C2CN(CC(C2=O)=CC2=CC(=CC=C2)OC)C)C=CC1 3,5-Bis(3-methoxybenzylidene)-1-methylpiperidin-4-one